6-[5-(difluoromethyl)-1,3,4-oxadiazol-2-yl]-2-[{[3-(difluoromethyl)phenyl]methyl}(methyl)amino]-2,3-dihydro-1H-isoindol-1-one FC(C1=NN=C(O1)C1=CC=C2CN(C(C2=C1)=O)N(C)CC1=CC(=CC=C1)C(F)F)F